(2R,4R)-2-(((S)-1-(((4-bromo-1H-pyrrolo[2,3-c]pyridin-2-yl)methyl)amino)-1-oxopropan-2-yl)carbamoyl)-4-phenylpyrrolidine-1-carboxylic acid tert-butyl ester C(C)(C)(C)OC(=O)N1[C@H](C[C@@H](C1)C1=CC=CC=C1)C(N[C@H](C(=O)NCC1=CC=2C(=CN=CC2Br)N1)C)=O